O1CCN(CC1)C1=NC(=NC(=C1)N1N=C(C=C1)C=1C=C(C=CC1)C)O 4-morpholino-6-(3-(m-tolyl)-1H-pyrazol-1-yl)pyrimidin-2-ol